FC(C=1C=C(C=C(C1)C(F)(F)F)C1=NN(C=N1)\C=C/C(=O)N1N(CCC1)CC(F)(F)F)(F)F (Z)-3-(3-(3,5-bis(trifluoromethyl)phenyl)-1H-1,2,4-triazol-1-yl)-1-(2-(2,2,2-trifluoroethyl)pyrazolidin-1-yl)prop-2-en-1-one